6-((1-(4-aminophenyl)-1H-indazol-6-yl)sulfonyl)-4-((3-methoxyphenyl)amino)-8-methylquinoline-3-carboxamide NC1=CC=C(C=C1)N1N=CC2=CC=C(C=C12)S(=O)(=O)C=1C=C2C(=C(C=NC2=C(C1)C)C(=O)N)NC1=CC(=CC=C1)OC